O=S1(N=C(C2=C1C=CC=C2)NCCN2C(S/C(/C2=O)=C/C2=C(C=CC=C2)F)=O)=O (E)-3-(2-((1,1-dioxidobenzo[d]isothiazol-3-yl)amino)ethyl)-5-(2-fluorobenzylidene)thiazolidine-2,4-dione